OC(CCCC(=O)[O-])CCCCCCCC.[Na+].C(=C)N1C(CCC1)=O N-vinyl-pyrrolidinone sodium 5-hydroxytridecanoate